CN1CC(CC1)NC=1C=CC=C2CCNCC12 N-(1-Methylpyrrolidin-3-yl)-1,2,3,4-tetrahydroisoquinolin-8-amine